NC1=C(C=C(C=C1F)C(=O)C1=CC(=C2C(=CC=CN12)C1=C(C2=C(N(C(=N2)COC)C)C=C1OC)NC)I)F (4-amino-3,5-difluorophenyl)(1-iodo-8-(6-methoxy-2-(methoxymethyl)-1-methyl-4-(methylamino)-1H-benzo[d]imidazol-5-yl)indolizin-3-yl)methanone